ClC=1C=NC=C(C1N1N=C(C(=C1)C1=C(C=CC=C1)[C@H]1C2=C(CN(C1)C(=O)OC(C)(C)C)SC(=C2)C#N)C(F)(F)F)F tert-butyl (S)-4-(2-(1-(3-chloro-5-fluoropyridin-4-yl)-3-(trifluoromethyl)-1H-pyrazol-4-yl)phenyl)-2-cyano-4,7-dihydrothieno[2,3-c]pyridine-6(5H)-carboxylate